2-(2,6-dioxopiperidin-3-yl)-5-((4-(2-methyl-5-phenylthieno[2,3-d]pyrimidin-4-yl)piperidin-1-yl)methyl)isoindoline-1,3-dione O=C1NC(CCC1N1C(C2=CC=C(C=C2C1=O)CN1CCC(CC1)C=1C2=C(N=C(N1)C)SC=C2C2=CC=CC=C2)=O)=O